ClC=1C=CC(=C(C1)N1CON(CO1)C(C(=O)NC1=CC2=CN(N=C2C=C1)C)CC1=CC=C(C=C1)C)N1N=NC(=C1)Cl 2-(4-(5-chloro-2-(4-chloro-1H-1,2,3-triazol-1-yl)phenyl)-2,5-dioxapiperazin-1-yl)-N-(2-methyl-2H-indazol-5-yl)-3-(p-tolyl)propionamide